Diglycidyl-1,2-cyclohexanedicarboxylat C(C1CO1)OC(=O)C1C(CCCC1)C(=O)OCC1CO1